C(C)C1=NN(C2=C1C(NCC1(CCOCC1)C2)=O)CC(COC(C2=CC=C(C=C2)S(=O)(=O)N2CCOCC2)=O)(C)C 4-Morpholinosulfonylbenzoic acid [3-(3-ethyl-4-oxo-spiro[6,8-dihydro-5H-pyrazolo[4,3-c]azepin-7,4'-tetrahydropyran]-1-yl)-2,2-dimethyl-propyl] ester